3-oxopiperazine-1-carboxylic acid piperidin-4-yl ester N1CCC(CC1)OC(=O)N1CC(NCC1)=O